Cl.COC[C@H]1CN(CCN1)C1=NC=CC=C1 (R)-3-(methoxymethyl)-1-(pyridin-2-yl)piperazine hydrochloride